(3R,4R)-4-((R)-5H-Imidazo[5,1-a]isoindol-5-yl)-1-(isopropylsulfonyl)piperidin-3-ol C=1N=CN2C1C1=CC=CC=C1[C@H]2[C@@H]2[C@H](CN(CC2)S(=O)(=O)C(C)C)O